1-(2-bromo-3-chlorobenzyl)-1,8-diazaspiro[4.5]Decane-8-carboxylic acid tert-butyl ester C(C)(C)(C)OC(=O)N1CCC2(CCCN2CC2=C(C(=CC=C2)Cl)Br)CC1